4-(5-Amino-2-(1-ethyl-3-(trifluoromethyl)-1H-pyrazol-4-yl)phenyl)thieno(2,3-c)pyridine-2-carbonitrile NC=1C=CC(=C(C1)C1=C2C(=CN=C1)SC(=C2)C#N)C=2C(=NN(C2)CC)C(F)(F)F